FC=1C(=NC(=CC1)N1N=NC=C1)OC1=CC=C(C=C1)C(C)(C)C1=CC=C(OC2CC(C2)N)C=C1 (1r,3r)-3-(4-(2-(4-((3-fluoro-6-(1H-1,2,3-triazol-1-yl)pyridin-2-yl)oxy)phenyl)propan-2-yl)phenoxy)cyclobutane-1-amine